OC1=NC=CC=C1C(C(=O)OC)(C)C methyl 2-(2-hydroxypyridin-3-yl)-2-methylpropanoate